6,10,14-trimethyl-pentadec-5,13-dien-2-one CC(=CCCC(C)=O)CCCC(CCC=C(C)C)C